2-(2-phenyl-1,3-thiazol-4-yl)-1-(4-{[6-(trifluoromethyl)pyridin-2-yl]oxy}piperidin-1-yl)ethan-1-one C1(=CC=CC=C1)C=1SC=C(N1)CC(=O)N1CCC(CC1)OC1=NC(=CC=C1)C(F)(F)F